4-oxaspiro[bicyclo[3.2.0]heptane-6,1'-cyclobutane] C12(CCC1)C1OCCC1C2